1-(3-phenylquinoxalin-5-yl)ethan-1-amine C1(=CC=CC=C1)C=1C=NC2=CC=CC(=C2N1)C(C)N